FC=1C(C(C(N(C1)F)=O)(F)F)(C(C)C)F pentafluoro[4-isopropyl]pyridone